C(C)(C)(C)N1N=C(C=C1NC1=NC=CC=N1)[C@H]1C[C@H](CC1)N1C(C2=CC=CC=C2C1=O)=O cis-2-(3-(1-(tert-butyl)-5-(pyrimidin-2-ylamino)-1H-pyrazol-3-yl)cyclopentyl)isoindoline-1,3-dione